C(C=C)(=O)N1CCN(CC1)C1=CC(N2C3=C(C(=CC=C13)C1=C(C=C(C=C1)F)F)CCC2)=O 1-(4-acryloylpiperazin-1-yl)-8-(2,4-difluorophenyl)-6,7-dihydropyrido[3,2,1-ij]quinolin-3(5H)-one